ClC=1C=C(C(=O)NCCCN2CCN(CCC2)CCC(CCCO)O/N=C/C2=CC=CC=C2)C=C(C1Cl)O 3,4-dichloro-5-hydroxy-N-{3-[4-(6-hydroxy-3-([(E)-(phenylmethylidene)amino]oxy)hexyl)-1,4-diazepan-1-yl]propyl}benzamide